ClC(C=1N=C2N(C=C(N=C2C)C)C1)Cl 2-(Dichloromethyl)-6,8-dimethylimidazo[1,2-a]pyrazine